CCCCCCCCCCCCCCCCOC[C@H](COP(=O)([O-])OCC[N+](C)(C)C)OC(=O)CCC The molecule is a 2-acyl-1-alkyl-sn-glycero-3-phosphocholine in which the alkyl and the acyl groups at positions 1 and 2 are hexadecyl and butanoyl respectively. It is a 2-acyl-1-alkyl-sn-glycero-3-phosphocholine and a butyrate ester.